Methyl 4-(1-(O-((2-oxabicyclo[2.2.2]octan-4-yl)methyl)-N-(((4-nitrobenzyl)oxy)carbonyl)-L-threonyl)piperidin-4-yl)-2-hydroxybenzoate C12OCC(CC1)(CC2)CO[C@@H]([C@H](NC(=O)OCC2=CC=C(C=C2)[N+](=O)[O-])C(=O)N2CCC(CC2)C2=CC(=C(C(=O)OC)C=C2)O)C